2,5-difluoro-4-((1-methyl-1H-benzo[d][1,2,3]triazol-5-yl)-oxy)aniline FC1=C(N)C=C(C(=C1)OC1=CC2=C(N(N=N2)C)C=C1)F